hydroxybutyl propiolate C(C#C)(=O)OCCCCO